C1CC12NCCN(C2)C2=CC=CC(=N2)C2=NC1=CC(=NC=C1C=C2)CNC(C2=CN=CC(=C2)S(=O)(=O)C)=O N-((2-(6-(4,7-diazaspiro[2.5]octan-7-yl)pyridin-2-yl)-1,6-naphthyridin-7-yl)methyl)-5-(methylsulfonyl)nicotinamide